2-cyclopropyl-N-(3-(hydroxycarbamoyl)phenyl)-5-methoxy-1-(1-propyl-1H-pyrazol-4-yl)-1H-indole-3-carboxamide C1(CC1)C=1N(C2=CC=C(C=C2C1C(=O)NC1=CC(=CC=C1)C(NO)=O)OC)C=1C=NN(C1)CCC